2-(2-bromo-6-fluoro-4-propylphenyl)propane-2-ol BrC1=C(C(=CC(=C1)CCC)F)C(C)(C)O